(2R,3R,4R,5S)-1-(3-(2-fluorophenyl)propyl)-2-methylpiperidine-3,4,5-triol FC1=C(C=CC=C1)CCCN1[C@@H]([C@H]([C@@H]([C@H](C1)O)O)O)C